5-(((1-(6-(5-((R)-2-(2,4-difluorophenyl)pyrrolidin-1-yl)pyrazolo[1,5-a]pyrimidine-3-yl)pyridin-2-yl)piperidin-4-yl)(methyl)amino)methyl)-2-(2,6-dioxopiperidin-3-yl)-6-fluoroisoindole FC1=C(C=CC(=C1)F)[C@@H]1N(CCC1)C1=NC=2N(C=C1)N=CC2C2=CC=CC(=N2)N2CCC(CC2)N(C)CC2=CC1=CN(C=C1C=C2F)C2C(NC(CC2)=O)=O